4-(trifluoromethyl)-3-pyridinecarboxylic acid ethyl ester C(C)OC(=O)C=1C=NC=CC1C(F)(F)F